ClC=1C(=C(C=C(C1)F)NC(=S)C=1C(NCCC1NCC1=C(C=NC=C1)OCC1OCC1)=O)OC N-(3-chloro-5-fluoro-2-methoxyphenyl)-4-{[(3-[(oxetan-2-yl)methoxy]pyridin-4-yl)methyl]amino}-2-oxo-1,2,5,6-tetrahydropyridine-3-carbothioamide